4'-(6-chloro-2-(((3R,3aR,6R,6aR)-6-hydroxyhexahydrofuro[3,2-b]furan-3-yl)oxy)-1H-imidazo[4,5-b]pyridin-5-yl)-[1,1'-biphenyl]-4-carboxylic acid ClC=1C=C2C(=NC1C1=CC=C(C=C1)C1=CC=C(C=C1)C(=O)O)N=C(N2)O[C@H]2[C@@H]1[C@H](OC2)[C@@H](CO1)O